O=C1NC(CCC1N1C(C2=CC=CC(=C2C1=O)NCCCO)=O)=O 2-(2,6-dioxo-3-piperidyl)-4-(3-hydroxypropylamino)isoindoline-1,3-dione